9H-fluoren-9-ylmethyl (2R)-2-[2-methyl-3-(trideuteriomethoxy)phenyl]-3-oxo-pyrrolidine-1-carboxylate CC1=C(C=CC=C1OC([2H])([2H])[2H])[C@H]1N(CCC1=O)C(=O)OCC1C2=CC=CC=C2C=2C=CC=CC12